FC1=C(C=C(C=C1)C1=NNC(=C1C(C)C)C=1C=C(C=2N(C1)N=CN2)C)[C@H](C)N(C)C (S)-1-(2-fluoro-5-(4-isopropyl-5-(8-methyl-[1,2,4]triazolo[1,5-a]pyridin-6-yl)-1H-pyrazol-3-yl)phenyl)-N,N-dimethylethan-1-amine